ClC1=C(C=C2CCN(C2=C1)C1=C(C=NC2=CC=C(C=C12)C=1C=NC=C(C1)C(C(F)(F)F)(O)O)C#N)F 4-(6-chloro-5-fluoro-indolin-1-yl)-6-[5-(2,2,2-trifluoro-1,1-dihydroxy-ethyl)-3-pyridyl]quinoline-3-carbonitrile